4-[(E)-2-(2,1,3-Benzooxadiazol-5-yl)vinyl]benzoic acid N=1ON=C2C1C=CC(=C2)/C=C/C2=CC=C(C(=O)O)C=C2